[Si](C)(C)(C(C)(C)C)OCCC1=C2CN(CC2=CC=C1)C1C(NC(CC1)=O)=O 4-(2-((tert-butyldimethylsilyl)oxy)ethyl)-2-(2,6-dioxopiperidin-3-yl)isoindoline